BrCCCCCCCCO[Si](C)(C)C(C)(C)C (8-bromooctyloxy)(tert-butyl)dimethylsilane